(R)-5-acetamido-N-(1-(3,5-bis(1-methyl-1H-pyrazol-4-yl)phenyl)ethyl)-2-methylbenzamide C(C)(=O)NC=1C=CC(=C(C(=O)N[C@H](C)C2=CC(=CC(=C2)C=2C=NN(C2)C)C=2C=NN(C2)C)C1)C